4-[2,5-dichloro-4-[1-[(4-methoxyphenyl)methyl]-6-methyl-7-oxo-pyrazolo[3,4-c]pyridin-4-yl]benzoyl]piperazine-1-carboxylic acid tert-butyl ester C(C)(C)(C)OC(=O)N1CCN(CC1)C(C1=C(C=C(C(=C1)Cl)C=1C2=C(C(N(C1)C)=O)N(N=C2)CC2=CC=C(C=C2)OC)Cl)=O